FC1=C(C2=C(C=C(C=C2C=C1)OCOC)C1=C(C=C2C(=NC(=NC2=C1F)OCC(F)(F)F)N1C[C@](CCC1)(C)O)[N+](=O)[O-])CCCCC (E)-5-(2-fluoro-8-(8-fluoro-4-((R)-3-hydroxy-3-methylpiperidin-1-yl)-6-nitro-2-(2,2,2-trifluoroethoxy)quinazolin-7-yl)-6-(methoxymethoxy)naphthalen-1-yl)pentan